N-(5-(((5-(tert-butyl)oxazol-2-yl)methyl)thio)thiazol-2-yl)-4-(1-((2-(2,6-dioxopiperidin-3-yl)-7-fluoro-1,3-dioxoisoindolin-5-yl)methyl)piperidin-4-yl)piperazine-1-carboxamide C(C)(C)(C)C1=CN=C(O1)CSC1=CN=C(S1)NC(=O)N1CCN(CC1)C1CCN(CC1)CC=1C=C2C(N(C(C2=C(C1)F)=O)C1C(NC(CC1)=O)=O)=O